3-methyl-6-(piperidin-4-yloxy)quinazolin-4(3H)-one CN1C=NC2=CC=C(C=C2C1=O)OC1CCNCC1